2-(3-acetyl-5-amino-1H-indazol-1-yl)-N-(2-((3-chloro-2-fluorophenylmethyl)amino)-2-oxoethyl)-N-cyclopropylacetamide C(C)(=O)C1=NN(C2=CC=C(C=C12)N)CC(=O)N(C1CC1)CC(=O)NCC1=C(C(=CC=C1)Cl)F